cumeneAt C=1(C(=CC=CC1)C(=O)[O-])C(C)C